The molecule is the tri-anion obtained by removing protons from the phosphate and carboxylic acid groups of coenzyme F420-1. It has a role as a coenzyme. It is a dialkyl phosphate anion, a member of pyrimidoquinolines, a ribitol phosphate and a dicarboxylic acid dianion. It derives from a 7,8-didemethyl-8-hydroxy-5-deazariboflavin. It is a conjugate base of a coenzyme F420-1. It is a conjugate acid of a coenzyme F420-1(4-). C[C@@H](C(=O)N[C@@H](CCC(=O)[O-])C(=O)[O-])OP(=O)([O-])OC[C@H]([C@H]([C@H](CN1C2=CC(=O)C=CC2=CC3=C1NC(=O)NC3=O)O)O)O